FC1=CC=C(CC=2C(=NC(=CC2)C2CNCC2)NCC2=CC=C(C=C2)OCC(C)C)C=C1 (4-Fluorobenzyl)-N-(4-isobutoxybenzyl)-6-(pyrrolidin-3-yl)pyridin-2-amine